((2-(4-Chloro-1-(3-((4,4-difluorocyclohexyl)amino)propyl)-1H-pyrazol-3-yl)-4-methylphenyl)sulfonyl)-L-proline ClC=1C(=NN(C1)CCCNC1CCC(CC1)(F)F)C1=C(C=CC(=C1)C)S(=O)(=O)N1[C@@H](CCC1)C(=O)O